3-(chlorosulfonyl)-4-methylbenzoic acid ClS(=O)(=O)C=1C=C(C(=O)O)C=CC1C